Tert-butyl 3-(3,5-dimethylisoxazol-4-yl)-7,8-dihydro-5H-1,6-naphthyridine-6-carboxylate CC1=NOC(=C1C=1C=NC=2CCN(CC2C1)C(=O)OC(C)(C)C)C